O=C1NC(CCC1N1C(N(C2=C1C=CC(=C2)CCC2CCC(CC2)C(=O)O)C)=O)=O (1R,4S)-4-(2-(1-(2,6-dioxopiperidin-3-yl)-3-methyl-2-oxo-2,3-dihydro-1H-benzo[d]imidazol-5-yl)ethyl)cyclohexane-1-carboxylic acid